COC1=C(C=CC=C1)[C@H](C)N[S@](=O)C(C)(C)C (R)-N-((S)-1-(o-methoxyphenyl)-ethyl)-2-methylpropane-2-sulfinamide